1-(5-(3-chlorophenyl)-3-hydroxy-4-methyl-picolinamido)cyclobutane-1-carboxylic acid ClC=1C=C(C=CC1)C=1C(=C(C(=NC1)C(=O)NC1(CCC1)C(=O)O)O)C